2-fluoro-5-(6-fluoro-5-methoxy-2-methyl-1-(1-propyl-1H-pyrazol-4-yl)-1H-indole-3-carboxamido)benzoic acid FC1=C(C(=O)O)C=C(C=C1)NC(=O)C1=C(N(C2=CC(=C(C=C12)OC)F)C=1C=NN(C1)CCC)C